N-[(5,6-dimethylpyridin-3-yl)methyl]-1-[5-(pyridin-4-yl)-1H-pyrazole-3-carbonyl]piperidine-4-carboxamide CC=1C=C(C=NC1C)CNC(=O)C1CCN(CC1)C(=O)C1=NNC(=C1)C1=CC=NC=C1